4-(2-cyanopropan-2-yl)-N-(2,3-difluoro-5-(7-((4-methoxybenzyl)(methyl)amino)-1,6-naphthyridin-3-yl)-4-methylphenyl)picolinamide C(#N)C(C)(C)C1=CC(=NC=C1)C(=O)NC1=C(C(=C(C(=C1)C=1C=NC2=CC(=NC=C2C1)N(C)CC1=CC=C(C=C1)OC)C)F)F